COC=1C=C(C=NC1N1N=CC=N1)NC(=O)C=1C=NN(C1C(F)(F)F)C1=C2C=CC=NC2=CC=C1 N-(5-Methoxy-6-(2H-1,2,3-triazol-2-yl)pyridin-3-yl)-1-(chinolin-5-yl)-5-(trifluoromethyl)-1H-pyrazol-4-carboxamid